CN1N=C(C=C1C(=O)N[C@@H](C)C1=NC(=NS1)N1CCCCC1)C(F)(F)F 2-methyl-N-[(1S)-1-[3-(1-piperidyl)-1,2,4-thiadiazol-5-yl]ethyl]-5-(trifluoromethyl)pyrazole-3-carboxamide